S-(4-methoxyphenyl) (R)-3-cyano-3-phenylthiopropionate C(#N)[C@H](CC(=O)SC1=CC=C(C=C1)OC)C1=CC=CC=C1